O=C1CC(C1)C(=O)[O-] 3-oxo-cyclobutaneformate